(S)-4-(2-Hydroxypropan-2-yl)-N'-((3-methyl-2-(1-methylcyclopropyl)-6,7-dihydro-5H-cyclopenta[b]pyridin-4-yl)carbamoyl)thiophene-2-sulfonimidamide OC(C)(C)C=1C=C(SC1)[S@](=O)(N)=NC(NC1=C2C(=NC(=C1C)C1(CC1)C)CCC2)=O